C1(CCCCC1)C[C@H](OC1=CC=C(C(=O)OC2=NC(=NC(=N2)OC)OC)C=C1)C1=CC=C(C=C1)C1=CC=C(C=C1)C(F)(F)F 4,6-Dimethoxy-1,3,5-triazin-2-yl (S)-4-(2-cyclohexyl-1-(4'-(trifluoromethyl)-[1,1'-biphenyl]-4-yl)ethoxy)benzoate